CC1(CCCC1)C(=O)N1CCC(CC1)C1CN(C1)[C@@H]1[C@H](CCCC1)OC=1C=C2CN(C(C2=CC1)=O)C1C(NC(CC1)=O)=O 3-(5-(((1S,2S)-2-(3-(1-(1-methylcyclopentane-1-carbonyl)piperidin-4-yl)azetidin-1-yl)cyclohexyl)oxy)-1-oxoisoindolin-2-yl)piperidine-2,6-dione